N1(C=CC=C1)[C@H](C(=O)O)C (2S)-2-(1H-PYRROL-1-YL)PROPANOIC ACID